monochlorophosphine ClP